FC=1C(=NC(=NC1)NC1=C(C(=CC=C1)S(=O)(=O)C)F)C1=CNC2=C(C=CC=C12)NC([C@H](CC)N1C[C@@H](N([C@H](C1)C)C)C)=O (S)-N-(3-(5-fluoro-2-((2-fluoro-3-(methyl-sulfonyl)phenyl)amino)pyrimidin-4-yl)-1H-indol-7-yl)-2-((3S,5S)-3,4,5-trimethylpiperazin-1-yl)butanamide